tert-butyl-(R)-3-(2-(6-fluoro-1H-indol-3-yl)acetamido)pyrrolidine-1-carboxylate C(C)(C)(C)OC(=O)N1C[C@@H](CC1)NC(CC1=CNC2=CC(=CC=C12)F)=O